triglycerin acrylate C(C=C)(=O)O.OCC(O)CO.OCC(O)CO.OCC(O)CO